4-(2-(4,4-difluoropiperidin-1-yl)-4-nitrophenyl)pyridine FC1(CCN(CC1)C1=C(C=CC(=C1)[N+](=O)[O-])C1=CC=NC=C1)F